ClC=1C=NN(C1C(=O)OC)[C@@H]1CN(CC1)C(=O)C1CC1 Methyl (S)-4-chloro-1-(1-(cyclopropanecarbonyl)pyrrolidin-3-yl)-1H-pyrazole-5-carboxylate